1-(4-Cyano-2-pyridyl)piperidine-4-carboxylic acid trifluoroacetic acid salt Methyl-1-(4-cyanopyridin-2-yl)piperidine-4-carboxylate COC(=O)C1CCN(CC1)C1=NC=CC(=C1)C#N.FC(C(=O)O)(F)F.C(#N)C1=CC(=NC=C1)N1CCC(CC1)C(=O)O